Hexahydrofuro[3,4-b]furan-3-yl(8-amino-7-fluoro-6-(8-methyl-2,3-dihydro-1H-pyrido[2,3-b][1,4]oxazin-7-yl)isoquinolin-3-yl)carbamate O1C2C(C(C1)OC(NC=1N=CC3=C(C(=C(C=C3C1)C1=C(C3=C(OCCN3)N=C1)C)F)N)=O)COC2